N-(2-chlorobenzyl)-1-((3-((3-cyano-1-azetidinyl)sulfonyl)phenyl)carbonyl)-D-prolinamide ClC1=C(CNC([C@@H]2N(CCC2)C(=O)C2=CC(=CC=C2)S(=O)(=O)N2CC(C2)C#N)=O)C=CC=C1